ClC1=CC=2C(C3=C(C(N(C3C=3C=CC(=C(C#N)C3)OC)CCCN(C)C)=O)OC2C=C1)=O 5-(7-Chloro-2-(3-(dimethylamino)propyl)-3,9-dioxo-1,2,3,9-tetrahydrochromeno[2,3-c]pyrrol-1-yl)-2-methoxybenzonitrile